CC=1C=C(C=CC1)C1=NOC(=N1)C1CCN(CC1)C(=O)OC(C)(C)C tert-butyl 4-[3-(3-methylphenyl)-1,2,4-oxadiazol-5-yl]piperidine-1-carboxylate